2-(6-{1-[(3S)-1-(1,3-dioxolan-2-yl)-4-methylpentan-3-yl]azetidin-3-yl}-3-methylimidazo[1,5-a]pyridin-8-yl)-N-ethyl-5-fluoro-N-(isopropyl)benzamide O1C(OCC1)CC[C@@H](C(C)C)N1CC(C1)C=1C=C(C=2N(C1)C(=NC2)C)C2=C(C(=O)N(C(C)C)CC)C=C(C=C2)F